OC=1C=CC=C2C=CC(=NC12)[Li] 8-hydroxyquinolinyl-lithium